CO[C@@H]1CC2CC[C@H]3[C@@H]4CC=C(C(C)=O)[C@]4(CC[C@@H]3[C@]2(CC1)C)C 3β-methoxypregnenone